BrC=1C(=CC=C2C=NN(C12)C)C 7-Bromo-1,6-dimethyl-1H-indazole